CC1=CC=C(C=C1)S(=O)(=O)NC=1C=CC=C2C=CC=NC12 4-methyl-N-(quinolin-8-yl)benzene-sulfonamide